NCCOC1CCN(CC1)C(COCC#C)=O 1-[4-(2-aminoethoxy)-1-piperidyl]-2-prop-2-ynoxy-ethanone